CC1=C(C(=CC=C1)C)C(CC(C=O)C)(CC=C(C)C)C 4-(2,6-dimethylphenyl)-2,4,7-trimethyloct-6-enal